(3aR,7aS)-3a-hydroxy-2-isopropyl-octahydro-1H-pyrrolo[3,4-c]pyridin-1-one O[C@@]12CNCC[C@@H]1C(N(C2)C(C)C)=O